C(\C=C\C#N)#N Trans-butenedinitrile